ClC1=CC(=C(COC2=CC=CC(=N2)C=2C=CC(=C3CCC(C23)F)CC2=NC3=C(N2C[C@H]2OCC2)C=C(C=C3)C(=O)O)C=C1)F 2-((7-(6-((4-chloro-2-fluorobenzyl)oxy)pyridin-2-yl)-1-fluoro-2,3-dihydro-1H-inden-4-yl)methyl)-1-(((S)-oxetan-2-yl)methyl)-1H-benzo[d]imidazole-6-carboxylic acid